The molecule is a hydroxycoumarin having the hydroxy group located at position 7 and bearing two fluoro substituents at positions 6 and 8 as well as a carboxy group at position 3. A fluorescent dye of excitation wavelength 403 nm and emission wavelength 455 nm. It has a role as a fluorochrome. It is a hydroxycoumarin, an organofluorine compound and a monocarboxylic acid. C1=C2C=C(C(=O)OC2=C(C(=C1F)O)F)C(=O)O